ClC=1C=C2C(=CC1)NC(C21CCN(CC1)CCOC=1C=NC(=C(C1)C(F)(F)F)C(C)O)=O 5-chloro-1'-(2-{[6-(1-hydroxyethyl)-5-(trifluoromethyl)pyridin-3-yl]oxy}ethyl)-1,2-dihydrospiro[indole-3,4'-piperidin]-2-one